NC1=NC(=CC(=C1)C1=CC(=CC=C1)N1C(=CC=C1C)C)SCC1=CC=CC=C1 2-amino-6-(benzylthio)-4-(3-(2,5-dimethyl-1H-pyrrol-1-yl)phenyl)pyridine